(2R,3R,4S,5R)-2-(6-(3-methylbenzylamino)-2-chloro-9H-purin-9-yl)-5-(hydroxymethyl)-tetrahydrofuran CC=1C=C(CNC2=C3N=CN(C3=NC(=N2)Cl)[C@@H]2O[C@H](CC2)CO)C=CC1